p-bis(dimethylaminobenzoyl)benzophenone CN(C)C1=C(C(=O)C2(C(=O)C3=CC=C(C=C3)C(C3=C(C=CC=C3)N(C)C)=O)CC=CC=C2)C=CC=C1